C(C1=CC=CC=C1)OC1=CC=2N(C=C1)N=CC2[C@@H]2CC[C@H](CC2)C(C#C[Si](C)(C)C)=O 1-(Trans-4-(5-(benzyloxy)pyrazolo[1,5-a]pyridin-3-yl)cyclohexyl)-3-(trimethylsilyl)prop-2-yn-1-one